N-(2-Chloro-3-{(4S)-2-imino-4-methyl-1-[(2R*,4R*)-2-methyl-tetrahydropyran-4-yl]-6-oxo-hexahydropyrimidin-4-yl}phenyl)-3-(trifluoromethyl)benzamide trifluoroacetic acid salt FC(C(=O)O)(F)F.ClC1=C(C=CC=C1[C@]1(NC(N(C(C1)=O)[C@H]1C[C@H](OCC1)C)=N)C)NC(C1=CC(=CC=C1)C(F)(F)F)=O |o1:21,23|